2-(4-fluorophenyl)-N-[4-(4-oxo-3-phenyl-4,5-dihydro-1H-pyrrolo[3,2-c]pyridin-2-yl)pyridin-2-yl]acetamide FC1=CC=C(C=C1)CC(=O)NC1=NC=CC(=C1)C1=C(C=2C(NC=CC2N1)=O)C1=CC=CC=C1